CN1N=C(C(=C1)C1=CC=C(C=N1)CC=1C=C2C(N(C=NC2=C(C1C)C)[C@@H]1[C@H](COCC1)O)=O)C 6-((6-(1,3-dimethyl-1H-pyrazol-4-yl)pyridin-3-yl)methyl)-3-((3R,4S)-3-hydroxytetrahydro-2H-pyran-4-yl)-7,8-dimethylquinazolin-4(3H)-one